2-[(4-{6-[(4-chloro-2-fluorobenzyl)oxy]pyridin-2-yl}piperidin-1-yl)methyl]-1-[(3-methyl-1H-pyrazol-5-yl)methyl]-1H-benzimidazole-6-carboxylic acid ClC1=CC(=C(COC2=CC=CC(=N2)C2CCN(CC2)CC2=NC3=C(N2CC2=CC(=NN2)C)C=C(C=C3)C(=O)O)C=C1)F